C(C)(C)(C)OC(=O)N1C(CC(C1)F)C(NC1=CC=CC=C1)=O 4-fluoro-2-(phenylcarbamoyl)pyrrolidine-1-carboxylic acid tert-butyl ester